Ruthenium (III) nitrosyl chloride N(=O)Cl.[Ru+3]